[4,4-diethyl-1-[1-[3-[[(1R,2R)-2-hydroxyindan-1-yl]carbamoyl]phenyl]-3-methylsulfonyl-propyl]-6-oxo-hexahydropyrimidin-2-ylidene]ammonium C(C)C1(NC(N(C(C1)=O)C(CCS(=O)(=O)C)C1=CC(=CC=C1)C(N[C@H]1[C@@H](CC2=CC=CC=C12)O)=O)=[NH2+])CC